ClC1=CC=C(C=C1)C=1C=CC=2N(C3=CC=CC=C3C2C1)C1=C(C=CC=C1C1=CC=CC2=CC=CC=C12)C1=CC=CC2=CC=CC=C12 3-(4-chlorophenyl)-9-(2,6-di(naphthalen-1-yl)phenyl)-9H-Carbazole